FC=1C(=C(C(=CC1COC)C1=CC(=NC=C1)F)CC(=O)OC(C)(C)C)C(C)C tert-butyl 2-(3-fluoro-6-(2-fluoropyridin-4-yl)-2-isopropyl-4-(methoxymethyl)-phenyl)acetate